CC=1SC(=CC1)S(=O)(=O)C 2-methyl-5-(methylsulfonyl)thiophene